(R)-3-methyl-4-(6-methyl-2-(1H-pyrazol-3-yl)-8,9-dihydro-1,3,7,9a-tetraazabenzo[cd]azulene-4-yl)morpholine C[C@H]1N(CCOC1)C=1C=C2C3=C(C(=NN3CCN=C2C)C2=NNC=C2)N1